2-oxo-1,2-dihydropyrido[2,3-d]pyrimidine O=C1N=CC2=C(N1)N=CC=C2